C1(CC1)C1=NC(=CC(=C1)C1=C(C(=O)NCCOCC)C=C(C=C1)F)N1C(C2=C(C(=C1)C1CC1)C=C(N2)CN2C[C@H](CCC2)C)=O 2-[2-cyclopropyl-6-[4-cyclopropyl-2-[[(3S)-3-methylpiperidin-1-yl]methyl]-7-oxo-1H-pyrrolo[2,3-c]pyridin-6-yl]pyridin-4-yl]-N-(2-ethoxyethyl)-5-fluorobenzamide